10-(biphenyl-4-yl)-12,12-dimethyl-10,12-dihydroindeno[2,1-b]carbazole C1(=CC=C(C=C1)C1C=CC2=CC=3C=C4N=C5C=CC=CC5=C4C(C3C2=C1)(C)C)C1=CC=CC=C1